C(#N)C=1C=CC(=C2C=CC=NC12)N1C[C@H]2N([C@@H](C1)C)CC(C2)OC2=NC=1CCN(CC1C=C2)C(=O)OC(C)(C)C tert-butyl 2-[[(4R,8aS)-2-(8-cyano-5-quinolyl)-4-methyl-3,4,6,7,8,8a-hexahydro-1H-pyrrolo[1,2-a]pyrazin-7-yl]oxy]-7,8-dihydro-5H-1,6-naphthyridine-6-carboxylate